COC1=C(C=C2C(=C1)N3[C@@H]4[C@]25CCN6[C@H]5C[C@@H]7[C@H]4[C@H](CC3=O)OCC=C7C6)O The molecule is a monoterpenoid indole alkaloid with formula C22H24N2O4, originallly isolated from the seeds of Strychnos nux-vomica. It has a role as a plant metabolite. It is a delta-lactam, a monoterpenoid indole alkaloid, an organic heteroheptacyclic compound, a member of phenols and an aromatic ether. It derives from a strychnine.